N-(2,2-difluoroethyl)-5-fluoro-2-[1-methyl-6-(1-{[(1r,4r)-4-ethylsulfonylaminocyclohexyl]methyl}piperidin-3-yl)-1H-indazol-4-yl]-N-(isopropyl)benzamide FC(CN(C(C1=C(C=CC(=C1)F)C1=C2C=NN(C2=CC(=C1)C1CN(CCC1)CC1CCC(CC1)NS(=O)(=O)CC)C)=O)C(C)C)F